aluminium-titanium-zirconium [Zr].[Ti].[Al]